C(C)C1=NC(=NC=C1OC1=CC=C(C=N1)CNC=1N=C2N([C@H](C(N3C2=C(N1)CCC3)=O)CO)C([2H])([2H])[2H])C(F)(F)F (S)-2-(((6-((4-ethyl-2-(trifluoromethyl)pyrimidin-5-yl)oxy)pyridin-3-yl)methyl)amino)-5-(hydroxymethyl)-4-(methyl-d3)-4,5,9,10-tetrahydro-6H,8H-pyrido[3,2,1-de]pteridin-6-one